C1(CCCCC1)C[C@H](C(=O)N1CC2(CCCC2)C(CC1)(O)CN1C=NC2=C(C1=O)C=CN2)C 3-((7-((R)-3-Cyclohexyl-2-methylpropanoyl)-10-hydroxy-7-azaspiro[4.5]decan-10-yl)methyl)-3,7-dihydro-4H-pyrrolo[2,3-d]pyrimidin-4-one